6-methyl-3-phenyl-2-thioxo-2,3-dihydroquinazolin-4(1H)-one CC=1C=C2C(N(C(NC2=CC1)=S)C1=CC=CC=C1)=O